6-oxo-6-(4-(4-(quinoxalin-2-yl)-1H-pyrazol-1-yl)piperidin-1-yl)hexanoyl chloride O=C(CCCCC(=O)Cl)N1CCC(CC1)N1N=CC(=C1)C1=NC2=CC=CC=C2N=C1